P(=O)(O)(O)O.NCCCOC1=NC=CC(=C1C1=CC(=NN1)NC=1N=CC(=NC1)C#N)OC 5-({5-[2-(3-aminopropoxy)-4-methoxypyridin-3-yl]-1H-pyrazol-3-yl}amino)pyrazine-2-carbonitrile phosphate